2-(2-Chloro-5-isopropyl-8-oxothieno[2',3':4,5]pyrrolo[1,2-d][1,2,4]triazin-7(8H)-yl)-N-((1R,3R)-3-hydroxycyclohexyl)acetamide ClC1=CC2=C(C=C3N2C(=NN(C3=O)CC(=O)N[C@H]3C[C@@H](CCC3)O)C(C)C)S1